ClC=1C(=CC=C2C=NNC12)C1=NNC2=NC(=C(N=C21)CO)N2CCC(CC2)(C(NC2=CC=C(C=C2)C#N)=N)C 1-[3-(7-chloro-1H-indazole-6-yl)-5-hydroxymethyl-1H-pyrazolo[3,4-b]pyrazine-6-yl]-N-(4-cyanophenyl)-4-methylpiperidine-4-carboximidamide